N(delta)-methyl-L-arginine CN(CCC[C@H](N)C(=O)O)C(N)=N